ClC1=C(C=CC=C1)[C@H](C)OC(=O)NC1=C(N=NN1CC)C1=CC=C(C(=N1)C)NC(=O)C1CCCCC1 (1S,2S)-2-((6-(5-((((R)-1-(2-Chlorophenyl)ethoxy)carbonyl)amino)-1-ethyl-1H-1,2,3-triazol-4-yl)-2-methylpyridin-3-yl)carbamoyl)cyclohexan